6-bromo-N-(p-tolyl)-[1,2,4]triazolo[4,3-a]pyridin-3-amine BrC=1C=CC=2N(C1)C(=NN2)NC2=CC=C(C=C2)C